2-{[(2S)-1-(2-methyl-1,3-oxazole-4-carbonyl)pyrrolidin-2-yl]formamido}decanamide CC=1OC=C(N1)C(=O)N1[C@@H](CCC1)C(=O)NC(C(=O)N)CCCCCCCC